cyclohexyl-2-oxo-pentanoate C1(CCCCC1)OC(C(CCC)=O)=O